3-(2-(5-(4-fluorobenzylidene)-3-phenyl-4-oxothiazolidine-2-ylidene)hydrazono)-5-fluoro-1H-indol-2-one FC1=CC=C(C=C2C(N(C(S2)=NN=C2C(NC3=CC=C(C=C23)F)=O)C2=CC=CC=C2)=O)C=C1